ClC1=NC=NC(=C1)OC([2H])([2H])[2H] 4-chloro-6-(2H3)methoxypyrimidine